ClC1=C(C=C(C=C1)Cl)S(=O)(=O)N1CCC2(CC(CO2)NC[C@@H](COC=2C=C(C=CC2)S(=O)(=O)NC)O)CC1 3-((2S)-3-(8-(2,5-dichlorophenylsulphonyl)-1-oxa-8-azaspiro[4.5]decan-3-ylamino)-2-hydroxypropoxy)-N-methylbenzenesulphonamide